2-(4-chloro-1-isopropyl-1H-pyrazol-5-yl)-4-(4-(1-isopropyl-4-(trifluoromethyl)-1H-imidazol-2-yl)-3-(2-methoxyethoxy)benzyl)-6,7-dihydro-[1,2,4]triazolo[1,5-a]pyrimidin ClC=1C=NN(C1C1=NN2C(N(CCC2)CC2=CC(=C(C=C2)C=2N(C=C(N2)C(F)(F)F)C(C)C)OCCOC)=N1)C(C)C